IC=1C=C(C=CC1)C1=NC=2N(C(=C1)N1CCN(CC1)CCO)N=C(C2C2=CC=CC=C2)C 2-(4-(5-(3-iodophenyl)-2-methyl-3-phenylpyrazolo[1,5-a]pyrimidin-7-yl)piperazin-1-yl)ethan-1-ol